BrC1=CC=C(C=C1)N1CC2(C1)CN(CCC2)C(=O)OC(C)(C)C tert-Butyl 2-(4-bromophenyl)-2,6-diazaspiro[3.5]nonane-6-carboxylate